N=1N(C=C2C=CC=CC12)C(C(=O)NC1=NC=CC=C1)C1=CC=CC=C1 2-indazol-2-yl-2-phenyl-N-(2-pyridyl)acetamide